CC(C#N)(C)NC=1C2=C(N=C(N1)C1=CC=NC=C1)C=NC=C2 2-methyl-2-{[2-(pyridin-4-yl)pyrido[3,4-d]Pyrimidin-4-yl]Amino}propionitrile